N-(4-((5-(1,6-dimethyl-1H-pyrazolo[3,4-b]pyridin-4-yl)-3-methyl-4,5,6,7-tetrahydro-1H-pyrazolo[4,3-c]pyridin-1-yl)methyl)bicyclo[2.2.2]octan-1-yl)-2-(ethyl(methyl)amino)acetamide CN1N=CC=2C1=NC(=CC2N2CC1=C(CC2)N(N=C1C)CC12CCC(CC1)(CC2)NC(CN(C)CC)=O)C